C(C)(C)(C)C1=C(C(=CC(=C1)C(C)(C)C)O)C 3,5-di-tert-butylcresol